2,6-Dimethylnitrobenzene CC1=C(C(=CC=C1)C)[N+](=O)[O-]